2-[[1-(2,2-difluoro-1-methyl-ethyl)-3-(oxetan-3-yloxy)pyrazol-4-yl]amino]-7-[(3R,4R)-4-methyltetrahydrofuran-3-yl]pyrrolo[2,3-d]pyrimidine-6-carbonitrile FC(C(C)N1N=C(C(=C1)NC=1N=CC2=C(N1)N(C(=C2)C#N)[C@H]2COC[C@@H]2C)OC2COC2)F